(S)-2-(4-(4-(5-allyl-6-methyl-2-phenylpyrimidin-4-ylamino)benzoyloxy)phenyl)-1-carboxyethanaminium chloride [Cl-].C(C=C)C=1C(=NC(=NC1C)C1=CC=CC=C1)NC1=CC=C(C(=O)OC2=CC=C(C=C2)C[C@H]([NH3+])C(=O)O)C=C1